O=C1NC(CCC1N1C(C2=CC=CC(=C2C1=O)NCCOCCC(=O)O)=O)=O 3-[2-[[2-(2,6-dioxo-3-piperidyl)-1,3-dioxo-isoindolin-4-yl]amino]ethoxy]propanoic acid